tert-butyl ((2-(3-((4-methyl-4H-1,2,4-triazol-3-yl)(tetrahydrofuran-3-yl)methyl)phenyl)-3-oxo-7-(trifluoromethyl)isoindolin-5-yl)methyl)(1-methylcyclobutyl)carbamate CN1C(=NN=C1)C(C=1C=C(C=CC1)N1CC2=C(C=C(C=C2C1=O)CN(C(OC(C)(C)C)=O)C1(CCC1)C)C(F)(F)F)C1COCC1